4-bromo-6-fluoro-1-(2-methoxyethyl)-1H-indole BrC1=C2C=CN(C2=CC(=C1)F)CCOC